((2R,4S,5S)-4-(dimethylamino)-5-hydroxytetrahydro-2H-pyran-2-yl)((S)-1-(4-fluorophenyl)-3,4-dihydroisoquinolin-2(1H)-yl)methanone CN([C@H]1C[C@@H](OC[C@H]1O)C(=O)N1[C@H](C2=CC=CC=C2CC1)C1=CC=C(C=C1)F)C